(S)-tert-butyl 4-(4-chloropyrido[3,4-d]pyrimidin-6-yl)-3-methylpiperazine-1-carboxylate ClC=1C2=C(N=CN1)C=NC(=C2)N2[C@H](CN(CC2)C(=O)OC(C)(C)C)C